COC(=O)C1C2C=CC(C1)C2 bicyclo[2.2.1]Hept-5-ene-2-carboxylic acid methyl ester